NCCC[Si](OCC)(OCC)OCC 3-Aminopropyltri-ethoxysilan